2-(4-bromopyridin-2-yl)-4-methylmorpholine BrC1=CC(=NC=C1)C1CN(CCO1)C